4-(Imidazo[1,2-a]pyridin-3-yl)-5-methyl-N-(6-(4-methylpiperazin-1-yl)pyridin-3-yl)pyrimidin-2-amine N=1C=C(N2C1C=CC=C2)C2=NC(=NC=C2C)NC=2C=NC(=CC2)N2CCN(CC2)C